O1[C@@H](COCC1)CNC(=O)C1=C(C2=C(C[C@H](C3=CN(N=C23)C[C@@H]2OCCOC2)C)O1)C(F)(F)F (4R)-N-{[(2R)-1,4-Dioxan-2-yl]methyl}-2-{[(2S)-1,4-dioxan-2-yl]methyl}-4-methyl-8-(trifluoromethyl)-4,5-dihydro-2H-furo[2,3-g]indazol-7-carboxamid